ClC=1C=2C(=CNC2C2=C(C1)CN(S(N2)(=O)=O)CC2CCN(CC2)C)Cl 6,7-dichloro-3-((1-methylpiperidin-4-yl)methyl)-1,3,4,9-tetrahydro-[1,2,6]thiadiazino[4,3-g]indole 2,2-dioxide